FC=1C(=C(C=NC1)NCC=1C=C2N=CC=NC2=CC1)N1C[C@@H](NCC1)C (S)-5-fluoro-4-(3-methylpiperazin-1-yl)-N-(quinoxalin-6-ylmethyl)pyridin-3-amine